(E)-2-(3-methyl-4-(2-(2-methylbiphenyl-3-yl)vinyl)benzylamino)-1,3-propanediol CC=1C=C(CNC(CO)CO)C=CC1\C=C\C=1C(=C(C=CC1)C1=CC=CC=C1)C